C1(CC1)CN1CC[C@]23CCN(CC[C@]2([C@H]1CC1=CC(=C(C=C13)O)C(=O)N)O)CCN1N=CC(=C1)C (5aS,6R,11bS)-14-(cyclopropylmethyl)-5a,10-dihydroxy-3-(2-(4-methyl-1H-pyrazol-1-yl)ethyl)-1,2,3,4,5,5a,6,7-octahydro-6,11b-(epiminoethano)naphtho[1,2-d]azepine-9-carboxamide